4-((4-(1-Isopropyl-1H-pyrazol-4-yl)pyridin-2-yl)((4-(4-methoxy-3-methylphenyl)bicyclo[2.2.2]octan-1-yl)methyl)carbamoyl)cyclohexyl (3-hydroxy-3-methylbutyl)trans-carbamate OC(CCNC(OC1CCC(CC1)C(N(CC12CCC(CC1)(CC2)C2=CC(=C(C=C2)OC)C)C2=NC=CC(=C2)C=2C=NN(C2)C(C)C)=O)=O)(C)C